CC1=CC=CC=2C3=CC=CC=C3C(=CC12)C(=O)OC1=C(C2=CC=CC=C2C=C1)C1=C(SC=C1)C=O (1-(2-formylthiophene-3-yl) naphthalene-2-yl) methylphenanthrene-9-formate